1-fluoro-1-iodo-ethane FC(C)I